C(C)(C)(C)OC(=O)N1[C@H]([C@H](N(CC1)C(=O)OC(C)(C)C)C)CO (2R,3R)-2-(hydroxymethyl)-3-methylpiperazine-1,4-dicarboxylic acid di-tert-butyl ester